FC(C(C(C(C(C(F)(F)F)(F)F)(F)F)(F)F)(F)F)(CCOC(C(=C)C)=O)F 2-(perfluorohexyl)ethylmethacrylat